ClC1=CC(=C(C=C1)S(=O)(=O)N[C@@H]([C@H](C)C1=C(C(=CC=C1F)C=1C=NC=C(C1)C(=O)N1CCOCC1)C)C=1OC(NN1)=O)OC 4-chloro-N-((1S,2R)-2-(6-fluoro-2-methyl-3-(5-(morpholine-4-carbonyl)pyridin-3-yl)phenyl)-1-(5-oxo-4,5-dihydro-1,3,4-oxadiazol-2-yl)propyl)-2-methoxybenzenesulfonamide